C(CCCCCC(=O)OCCCCCCCC(C)C)(=O)OCCCCCCCC(C)C diisodecyl heptanedioate